C1(CC1)N1N=CC(=C1)C1(NC[C@@H]2CC[C@H](CC2)C2=CC(=C(C=C2)OC)C)CC=CC=C1 1-(Cyclopropyl-1H-pyrazol-4-yl)-N-((trans-4-(4-methoxy-3-methylphenyl)cyclohexyl)methyl)aniline